COC(C1=C(C(=C(C=C1)OC)Br)N)=O 2-Amino-3-bromo-4-methoxybenzoic acid methyl ester